C[C@@H]1CN(C[C@@H](O1)C)CC=1OC(=CN1)C=O 2-(((2R,6S)-2,6-dimethylmorpholin-4-yl)methyl)oxazol-5-carbaldehyde